(2-(methoxycarbonyl)phenyl)acrylic acid COC(=O)C1=C(C=CC=C1)C(C(=O)O)=C